CN(C1CCC(CC1)NC1=NC=2N(C(C(=NC2C=N1)C1=CC(=C(C=C1)NS(=O)(=O)CCC(F)(F)F)F)=O)C(C)C)C N-(4-(2-(((1r,4r)-4-(dimethylamino)cyclohexyl)amino)-8-iso-propyl-7-oxo-7,8-dihydropteridin-6-yl)-2-fluorophenyl)-3,3,3-trifluoropropane-1-sulfonamide